2-[4-[2,3-difluoro-4-(3,4,5-trifluorophenyl)phenyl]Cyclohex-3-en-1-yl]-5-propyl-1,3-dioxane FC1=C(C=CC(=C1F)C1=CC(=C(C(=C1)F)F)F)C1=CCC(CC1)C1OCC(CO1)CCC